benzyl (1-(6-chloro-1-(tetrahydro-2H-pyran-2-yl)-1H-pyrazolo[4,3-c]pyridin-3-yl)pyrrolidin-3-yl)(methyl)carbamate ClC1=CC2=C(C=N1)C(=NN2C2OCCCC2)N2CC(CC2)N(C(OCC2=CC=CC=C2)=O)C